C(C)(C)(C)OC(=O)N1CC2=CC=CC(=C2C1)C=O 4-formyl-isoindoline-2-carboxylic acid tert-butyl ester